[Si](C1=CC=CC=C1)(C1=CC=CC=C1)(C(C)(C)C)OCCCC(CC=C)CC(C)(S(=O)N)C (7-((tert-butyldiphenylsilyl)oxy)hept-1-en-4-yl)-2-methylpropan-2-sulfinamide